(R)-N-(4-(4-(dimethylamino)piperidin-1-yl)-2-methoxyphenyl)-6-(3-phenylisoxazolidin-2-yl)pyrimidine-4-amine CN(C1CCN(CC1)C1=CC(=C(C=C1)NC1=NC=NC(=C1)N1OCC[C@@H]1C1=CC=CC=C1)OC)C